aminodithio-formate NC(=S)[S-]